COC1=CC=C(C=C1)CNCC1CC(NCC1)N1CCCCC1 1-(4-methoxyphenyl)-N-[[2-(1-piperidinyl)-4-piperidinyl]methyl]methylamine